C1(CCCCC1)C1=CC=C(C=C1)NC=1C2=C(N=CN1)C(N(C2)C(C)C)=O 4-((4-cyclohexylphenyl)amino)-6-isopropyl-5,6-dihydro-7H-pyrrolo[3,4-d]pyrimidin-7-one